ClC=1C=CC=2C(N1)=NN(N2)C2CCC(NC2)=O 5-(5-chloro-2H-[1,2,3]triazolo[4,5-b]pyridin-2-yl)piperidin-2-one